C1(=CC=CC=C1)CCCN1N=C(C=CC1=O)C=1C=NC(=NC1)OCC(F)(F)F 2-(3-phenylpropyl)-6-(2-(2,2,2-trifluoroethoxy)pyrimidin-5-yl)pyridazin-3(2H)-one